FC(C1=CC=C(C=N1)N1C(N([C@@H](C1)C#N)C1=CN=CC2=CC=CC=C12)=O)F (S)-1-(6-(difluoromethyl)pyridin-3-yl)-3-(isoquinolin-4-yl)-2-oxoimidazolidine-4-carbonitrile